6-(4-isopropylphenoxy)-N,N-dimethylnicotinamide C(C)(C)C1=CC=C(OC2=NC=C(C(=O)N(C)C)C=C2)C=C1